1-(2,2-difluoroethyl)-N-[(1R,3S)-3-{[2-(trifluoromethyl)quinolin-4-yl]amino}cyclohexyl]-1H-pyrazole-3-carboxamide FC(CN1N=C(C=C1)C(=O)N[C@H]1C[C@H](CCC1)NC1=CC(=NC2=CC=CC=C12)C(F)(F)F)F